(6-(1,4-Diazepan-1-yl)pyridin-3-yl)boronic Acid N1(CCNCCC1)C1=CC=C(C=N1)B(O)O